Tert-butyl N-[2-[2-[4-[[2-(2,6-dioxo-3-piperidyl)-1,3-dioxo-isoindolin-4-yl]amino]-1-piperidyl]ethoxy]ethyl]carbamate O=C1NC(CCC1N1C(C2=CC=CC(=C2C1=O)NC1CCN(CC1)CCOCCNC(OC(C)(C)C)=O)=O)=O